1-methylethane-1,2-diamine CC(CN)N